Methyl 4-bromo-1-(5-(isopropylsulfanyl)-4-(4-(trifluoromethyl) piperidin-1-yl) thiazol-2-yl)-3-methyl-1H-pyrazole-5-carboxylate BrC=1C(=NN(C1C(=O)OC)C=1SC(=C(N1)N1CCC(CC1)C(F)(F)F)SC(C)C)C